tetrahydroxyiridium O[Ir](O)(O)O